4-(2-(2,4-difluorophenoxy)-5-((1-methylethyl)sulfonamido)phenyl)-2,6-dimethylpyridine 1-oxide FC1=C(OC2=C(C=C(C=C2)NS(=O)(=O)C(C)C)C2=CC(=[N+](C(=C2)C)[O-])C)C=CC(=C1)F